C(#N)C=1C=CC(=C(C1)C1=CC=CC=2C=C(OC21)C(=O)NC21CCC(CC2)(C1)O)OC 7-(5-cyano-2-methoxy-phenyl)-N-(4-hydroxynorbornan-1-yl)benzofuran-2-carboxamide